1-[4-(3-methylanilino)pyridin-3-yl]sulfonyl-3-isopropylurea CC=1C=C(NC2=C(C=NC=C2)S(=O)(=O)NC(=O)NC(C)C)C=CC1